(R)-(4-(azetidin-1-yl)-2-methyl-5,7-dihydro-6H-pyrrolo[3,4-d]pyrimidin-6-yl)(1-(2-chloropyridin-4-yl)pyrrolidin-3-yl)methanone fumarate C(\C=C\C(=O)O)(=O)O.N1(CCC1)C=1C2=C(N=C(N1)C)CN(C2)C(=O)[C@H]2CN(CC2)C2=CC(=NC=C2)Cl